2-(methylamino)-1-(4-(5-(trifluoromethyl)pyrimidin-2-yl)piperazin-1-yl)ethanone hydrochloride Cl.CNCC(=O)N1CCN(CC1)C1=NC=C(C=N1)C(F)(F)F